3-(1-oxo-3-(pyridin-2-yl)-1H-isochromen-4-yl)pentane-2,4-dione O=C1OC(=C(C2=CC=CC=C12)C(C(C)=O)C(C)=O)C1=NC=CC=C1